N1(CCCCCC1)CCOC1=CC=C(C=C1)B(O)O (4-[2-(AZEPAN-1-YL)ETHOXY]PHENYL)BORANEDIOL